N-(1-methylcyclobutyl)-1H-indazole-6-sulfonamide CC1(CCC1)NS(=O)(=O)C1=CC=C2C=NNC2=C1